3-(4,5-dimethylthiazol-2-yl)-2,5-diphenyl-2-tetrazolium CC=1N=C(SC1C)N1[N+](=NC(=N1)C1=CC=CC=C1)C1=CC=CC=C1